C1(CC1)N1C(C(=CC=C1)NC(=O)C1=CC=2C(N=C1OC(C)C)=NN(C2)[C@@H]2COCCC2)=O (S)-N-(1-cyclopropyl-2-oxo-1,2-dihydropyridin-3-yl)-6-isopropoxy-2-(tetrahydro-2H-pyran-3-yl)-2H-pyrazolo[3,4-b]pyridine-5-carboxamide